(3R)-N-(4-(1,3,2-dithiarsolan-2-yl)phenyl)-N-((1-acetylpyrrolidin-3-yl)methyl)-1-(2-(dimethylamino)-2-oxoethyl)pyrrolidine-3-carboxamide S1[As](SCC1)C1=CC=C(C=C1)N(C(=O)[C@H]1CN(CC1)CC(=O)N(C)C)CC1CN(CC1)C(C)=O